2-(Furan-2-yl)-7-phenethyl-7H-pyrazolo[4,3-e][1,2,4]triazolo[1,5-c]pyrimidin-5-amine O1C(=CC=C1)C1=NN2C(=NC3=C(C2=N1)C=NN3CCC3=CC=CC=C3)N